diphenyliodonium Para-toluenesulfonate CC1=CC=C(C=C1)S(=O)(=O)[O-].C1(=CC=CC=C1)[I+]C1=CC=CC=C1